4-bromo-5-(10-bromodecyl)-2,3-dimethoxy-6-methylphenol BrC1=C(C(=C(C(=C1CCCCCCCCCCBr)C)O)OC)OC